FC(OC1(CCC1)O)(F)F (trifluoromethoxy)cyclobutanol